BrC=1SC=2CN(CC(C2N1)(C)C)C(=O)OC(C)(C)C tert-butyl 2-bromo-7,7-dimethyl-6,7-dihydrothiazolo[5,4-c]pyridine-5(4H)-carboxylate